COC1=C2CNC(C2=CC(=C1)OC)=O 4,6-dimethoxyisoindolin-1-one